N-isopentyl-3-((4-((tetrahydropyrimidine-2(1H)-ylidene)carbamoyl)phenyl)amino)benzamide C(CC(C)C)NC(C1=CC(=CC=C1)NC1=CC=C(C=C1)C(N=C1NCCCN1)=O)=O